7-chloro-2,4-dimethyl-2-(4-oxocyclohexyl)-1,3-benzodioxole-5-carboxylate ClC1=CC(=C(C2=C1OC(O2)(C2CCC(CC2)=O)C)C)C(=O)[O-]